O1CC(C1)OC1=NC(=NC=C1C(F)(F)F)NC=1C=NC=C(C1)C1=NN=C2N1C=CC=C2 4-(oxetan-3-yloxy)-N-[5-([1,2,4]triazolo[4,3-a]pyridin-3-yl)-3-pyridyl]-5-(trifluoromethyl)pyrimidin-2-amine